FC1=C(C=C(C(=C1)C)SCC(F)(F)F)\N=C\1/SCC(N1)=O (2Z)-2-({2-fluoro-4-methyl-5-[(2,2,2-trifluoroethyl)sulfanyl]-phenyl}imino)-1,3-thiazolidin-4-one